7-((3,4-Dimethylbenzyl)amino)-4-(4-methoxybenzyl)-6-(1-((trifluoromethyl)sulfonyl)-1,5,6,7,8,9-Hexahydroimidazo[4',5':4,5]benzo[1,2-d]azepin-2-yl)thieno[3,2-b]pyridine-5(4H)-one CC=1C=C(CNC=2C3=C(N(C(C2C=2N(C=4C(=CC5=C(CCNCC5)C4)N2)S(=O)(=O)C(F)(F)F)=O)CC2=CC=C(C=C2)OC)C=CS3)C=CC1C